1-butyl-3-methylimidazole L-proline salt N1[C@@H](CCC1)C(=O)O.C(CCC)N1CN(C=C1)C